Bis(cyclopentadienyl)zirconium (IV) chloride [Cl-].C1(C=CC=C1)[Zr+2]C1C=CC=C1.[Cl-]